Cl.NC1CC2=CC=C(C=C2C1)C#N 2-amino-2,3-dihydro-1H-indene-5-carbonitrile hydrochloride